1-Buten oxid C1C(CC)O1